(E)-(1,3-diphenyl-5-styryl-1H-pyrazole-4-carbonyl)glycine ethyl ester C(C)OC(CNC(=O)C=1C(=NN(C1\C=C\C1=CC=CC=C1)C1=CC=CC=C1)C1=CC=CC=C1)=O